2-bromo-2-(2-fluorophenyl)-1-cyclopropylethanone BrC(C(=O)C1CC1)C1=C(C=CC=C1)F